BrC=1C(=NC=CC1C(F)(F)F)NC(=S)NC(C1=NC=C(C=C1)OC(C)C)=N N-((3-bromo(trifluoromethyl)pyridin-2-yl)carbamothioyl)-5-isopropoxypicolinimidamide